O(C1[C@H](O)[C@@H](O)[C@@H](O)[C@H](O1)CO)C1=C(C(=CC=C1)[2H])[N+](=O)[O-] o-nitrophenyl-3-d galactopyranoside